C(C1=CC=CC=C1)OC(=O)N[C@@H](C(C1CC1)C1CC1)C=1N=C2N(N=C(C=C2)CC2(C(NC(CC2)C(F)(F)F)=O)C(=O)OC)C1 Methyl 3-((2-((S)-1-(((benzyloxy)carbonyl)amino)-2,2-dicyclopropylethyl)imidazo[1,2-b]pyridazin-6-yl)methyl)-2-oxo-6-(trifluoromethyl)piperidine-3-carboxylate